4,7-difluoro-5-hydroxy-indane-2-carboxylic acid ethyl ester C(C)OC(=O)C1CC2=C(C=C(C(=C2C1)F)O)F